CC1N(CC=2C(=NC(=C(C21)C)C)NC)C(=O)OC(C)(C)C tert-butyl 1,6,7-trimethyl-4-(methylamino)-1,3-dihydro-2H-pyrrolo[3,4-C]pyridine-2-carboxylate